BrC(C(=O)C1=CC=CC=C1)C(C1=CC=C(C=C1)C(F)(F)F)Br 2,3-dibromo-3-(4-trifluoromethylphenyl)-1-phenylpropan-1-one